CN(C1=CC=C(C=C1)C1=CN=C(N1)C1N(CCCC1)C(C(C)SC)=O)C 1-(2-(5-(4-(dimethylamino)phenyl)-1H-imidazol-2-yl)piperidin-1-yl)-2-(methyl-thio)propan-1-one